NC1=NC=C(C2=C1C(=NN2C(C)C)C2=CC(=C(C=C2)NS(=O)(=O)C2=C(C=CC=C2)Cl)F)C2=CC[C@H](CC2)N[C@@H](COC)C N-(4-(4-amino-1-isopropyl-7-(4(S)-((1-methoxypropane-2(R)-yl)amino)cyclohex-1-en-1-yl)-1H-pyrazolo[4,3-c]pyridin-3-yl)-2-fluorophenyl)-2-chlorobenzenesulfonamide